C(C)(C)C1=CC=C(C=C1)C1=NN(C(=N1)[C@H](C)NC(C1=NC=CC(=C1O)OC)=O)C (S)-N-(1-(3-(4-isopropylphenyl)-1-methyl-1,2,4-triazol-5-yl)ethyl)-3-hydroxy-4-methoxypicolinamide